5-(6-(bromomethyl)-8-methoxy-2,3-dihydrobenzo[b][1,4]dioxin-2-yl)-2-ethoxypyridine BrCC1=CC2=C(OC(CO2)C=2C=CC(=NC2)OCC)C(=C1)OC